ethyl 3-[[6-(4,4-difluorocyclohexyl)-5-fluoropyridin-3-yl]methyl]imidazole-4-carboxylate FC1(CCC(CC1)C1=C(C=C(C=N1)CN1C=NC=C1C(=O)OCC)F)F